C(CCCCCCCCCCCCCCCCC)(=O)OCCCCCCCCCCCCCCCCCC stearic acid, stearyl ester